NC1=NC(=NC=C1/C=C/C(=O)OCC)SC ethyl (2E)-3-[4-amino-2-(methylsulfanyl)pyrimidin-5-yl]prop-2-enoate